2-chloro-4-[[4-fluoro-1-[1-methyl-4-(trifluoromethyl)imidazol-2-yl]-4-piperidyl]methoxy]-5-methoxy-pyrimidine ClC1=NC=C(C(=N1)OCC1(CCN(CC1)C=1N(C=C(N1)C(F)(F)F)C)F)OC